N,N-diformyl-alpha-aminoacetophenone C(=O)N(CC(=O)C1=CC=CC=C1)C=O